1,5-anhydro-2,3-dideoxy-3-(((4-fluoro-7-(4-(1H-pyrazol-1-yl)benzyl)-2,3-dihydro-1-benzofuran-5-yl)carbonyl)amino)-L-threo-pentitol FC1=C(C=C(C2=C1CCO2)CC2=CC=C(C=C2)N2N=CC=C2)C(=O)N[C@H]2CCOC[C@@H]2O